NC=1C(NC2=C(N=CC(=C2C1C1=C2C=NNC2=C(C=C1)F)COC)C)=O 3-Amino-4-(7-fluoro-1H-indazol-4-yl)-5-(methoxymethyl)-8-methyl-1H-1,7-naphthyridin-2-one